3-[(3-fluoro-2-methoxyphenyl)amino]-2-[3-(2-methoxyethoxy)pyridin-4-yl]-1,5,6,7-tetrahydro-4H-pyrrolo[3,2-c]pyridin-4-one FC=1C(=C(C=CC1)NC1=C(NC2=C1C(NCC2)=O)C2=C(C=NC=C2)OCCOC)OC